N-(3-(sec-butoxy)propyl)-3-(pyrrolidinyl)propan-1-amine C(C)(CC)OCCCNCCCN1CCCC1